1-{6-[2-(methoxymethoxy)-4-(2-methyl-1,3-thiazol-5-yl)phenyl]pyridazin-3-yl}-3-methylpyrrolidin-3-amine COCOC1=C(C=CC(=C1)C1=CN=C(S1)C)C1=CC=C(N=N1)N1CC(CC1)(N)C